(2R)-3-bromo-N-[4-cyano-3-(trifluoromethyl)phenyl]-2-hydroxy-2-methylpropionamide BrC[C@](C(=O)NC1=CC(=C(C=C1)C#N)C(F)(F)F)(C)O